ClC=1C(=C(N2N=C(N=CC21)N[C@H]2[C@H](CN(CC2)C(=O)OC(C)(C)C)O)C2(CCC2)CC)C#N tert-butyl (3S,4R)-4-{[5-chloro-6-cyano-7-(1-ethylcyclobutyl)pyrrolo[2,1-f][1,2,4]triazin-2-yl]amino}-3-hydroxypiperidine-1-carboxylate